tert-butyl (R)-(1-(4-bromo-2-(morpholine-4-carbonyl)-6-(trifluoromethyl)phenyl)pyrrolidin-3-yl)carbamate BrC1=CC(=C(C(=C1)C(F)(F)F)N1C[C@@H](CC1)NC(OC(C)(C)C)=O)C(=O)N1CCOCC1